tert-butyl (4-(4-(dimethylamino)styryl)thiazol-2-yl)carbamate CN(C1=CC=C(C=CC=2N=C(SC2)NC(OC(C)(C)C)=O)C=C1)C